4-(5-((6-(3-chloro-4,5-difluorophenyl)-4-(methoxycarbonyl)pyridin-2-yl)oxy)pyrimidin-2-yl)piperazine-1-carboxylic acid tert-butyl ester C(C)(C)(C)OC(=O)N1CCN(CC1)C1=NC=C(C=N1)OC1=NC(=CC(=C1)C(=O)OC)C1=CC(=C(C(=C1)F)F)Cl